9-(1-naphthylmethyl)anthracene C1(=CC=CC2=CC=CC=C12)CC=1C2=CC=CC=C2C=C2C=CC=CC12